NC([C@H](CCC(=O)OC(C)(C)C)N1C(C2=CC=C(C=C2C1)O[C@@H]1CN(C[C@H]1C1=CC=NC=C1)C(=O)OCCCC)=O)=O |o1:22,26| butyl (3S*,4R*)-3-((2-((S)-1-amino-5-(tert-butoxy)-1,5-dioxopentan-2-yl)-1-oxoisoindolin-5-yl)oxy)-4-(pyridin-4-yl)pyrrolidine-1-carboxylate